CC(=CCO)CCC=C(CC)C 3,7-dimethylnonan-2,6-dien-1-ol